ClC1=CC2=C(OCC(N2)=O)C(=C1C1=NC2=C(N1C[C@H]1CN(CCO1)C(CC)=O)C=CC(=C2)C)F (S)-6-chloro-8-fluoro-7-(5-methyl-1-((4-propionylmorpholin-2-yl)methyl)-1H-benzo[d]imidazol-2-yl)-2H-benzo[b][1,4]oxazin-3(4H)-one